2-(4,4-difluoroazepan-1-yl)-6-methyl-6,7-dihydro-5H-pyrrolo[3,4-b]pyridine-3-carboxylic acid FC1(CCN(CCC1)C1=C(C=C2C(=N1)CN(C2)C)C(=O)O)F